(E)-4-(5-hydroxy-2,2-dimethyl-2H-benzopyran-6-yl)but-3-en-2-one OC1=C(C=CC2=C1C=CC(O2)(C)C)/C=C/C(C)=O